6-chloro-3-[1-(6-fluoro-2-isoindolin-2-yl-4-oxo-chromen-8-yl)ethylamino]Pyridine-2-carboxylic acid tert-butyl ester C(C)(C)(C)OC(=O)C1=NC(=CC=C1NC(C)C=1C=C(C=C2C(C=C(OC12)N1CC2=CC=CC=C2C1)=O)F)Cl